octahydropyrrolo[1,2-a]piperazine C1CC2CNCCN2C1